N1(CCCCC1)C(=O)ONNC(=O)C1(CC1)NC(=O)C ((1-acetaminocyclopropanecarbonylamino) amino) piperidine-1-carboxylate